3-bromo-5-methyl-1-((2-(trimethylsilyl)ethoxy)methyl)-1H-1,2,4-triazole BrC1=NN(C(=N1)C)COCC[Si](C)(C)C